N1=C(C=CC=C1)[C@@H]1OC=CC=C1 (R)-2-(2-pyridyl)-2H-pyran